C(CCCCCCCCCCCCCCC)(=O)C(C(C)O)O palmitoyl-propylene glycol